C1(CC1)N1N=CC(=C1)NC=1N=CC2=C(N1)NC=C2C#N 2-(1-cyclopropyl-1H-pyrazol-4-ylamino)-7H-pyrrolo[2,3-d]pyrimidine-5-carbonitrile